calcium-silver phosphate P(=O)([O-])([O-])[O-].[Ag+].[Ca+2]